C(C1=CC=CC=C1)(=O)C=1C=C(C=CC1)C(C(=O)[O-])C.COC1=CC=C(C=C1)[PH+](C1=CC=C(C=C1)OC)C1=CC=C(C=C1)OC Tris(4-methoxyphenyl)phosphonium 2-(3-benzoylphenyl)propionate